6-(4-(Trifluoromethoxy)phenyl)-3-azabicyclo[4.1.0]heptane FC(OC1=CC=C(C=C1)C12CCNCC2C1)(F)F